ONC(=O)C1=CC2=C(CN([C@H](CO2)C2=C(C=CC=C2)C)C(=O)C2(CCOCC2)C)C=C1 (S)-N-hydroxy-4-(4-methyltetrahydro-2H-pyran-4-carbonyl)-3-(o-tolyl)-2,3,4,5-tetrahydrobenzo[f][1,4]oxazepine-8-carboxamide